FC1=C(C(=CC(=C1)O)F)C=1CCN(CC1)C(=O)OC(C)(C)C tert-butyl 4-(2,6-difluoro-4-hydroxyphenyl)-3,6-dihydropyridine-1(2H)-carboxylate